C(C)OC(=O)C=1C(N=C2N(C3C=CC=CC3C=C2)C1O)=O.ICCC=1SC=CC1 2-(2-iodoethyl)thiophene Ethyl-1-hydroxy-3-oxo-6a,10a-dihydro-3H-pyrimido[1,2-a]quinoline-2-carboxylate